2-((3-(1-(4-(difluoromethoxy)phenyl)cyclopropyl)-1,2,4-oxadiazol-5-yl)methyl)acrylic acid FC(OC1=CC=C(C=C1)C1(CC1)C1=NOC(=N1)CC(C(=O)O)=C)F